P(=O)(O)(O)OC[C@@H]1[C@H]([C@H]([C@@](O1)(N1C=NC=2C(=O)NC(N)=NC12)C1=C(SC=C1Cl)Cl)O)O (2,4-Dichlorothiophenyl) guanosine-5'-monophosphate